2-bromo-3',3'-dimethyl-2',3'-dihydro-spiro-[fluorene-9,1'-indene] BrC1=CC2=C(C=C1)C1=CC=CC=C1C21CC(C2=CC=CC=C12)(C)C